5-(difluoromethyl)-N-(((2S,3R,6R)-2,6-dimethylmorpholin-3-yl)methyl)pyrimidin-2-amine hydrochloride Cl.FC(C=1C=NC(=NC1)NC[C@H]1NC[C@H](O[C@H]1C)C)F